N-hydroxy-triazole ON1N=NC=C1